P(O)(=O)(OP(=O)(O)OP(=O)(O)O)OC[C@@H]1[C@H]([C@H]([C@@H](O1)N1C(=O)N=C(N)C(=C1)OC)O)O 5-Methoxycytidine-5'-Triphosphate